FC1=C2C=NNC2=CC(=C1)[C@]1(CC12CC2)C#N |o1:10| (R or S)-1-(4-fluoro-1H-indazol-6-yl)spiro[2.2]pentane-1-carbonitrile